5-nitro-1,3-dimethylbenzene [N+](=O)([O-])C=1C=C(C=C(C1)C)C